C(C)(C)(C)OC(=O)N1[C@H](CN(C[C@@H]1C)C1=C2C=CC(=NC2=C(C=C1)C(=O)OC)OCCOC)C methyl 5-[(3S,5S)-4-(tert-butoxycarbonyl)-3,5-dimethylpiperazin-1-yl]-2-(2-methoxyethoxy)quinoline-8-carboxylate